CC1=NN=C(S1)NC(C1=CC=CC=C1)=O N-(5-methyl-1,3,4-thiadiazol-2-yl)benzamide